(S)-4-bromo-1-(2-((tert-butyldimethylsilyl)oxy)-1-(3-chlorophenyl)ethyl)-pyridin-2(1H)-one BrC1=CC(N(C=C1)[C@H](CO[Si](C)(C)C(C)(C)C)C1=CC(=CC=C1)Cl)=O